3-[(2-amino-4-bromo-6-chlorophenyl)amino]-1-methylcyclobutan-1-ol NC1=C(C(=CC(=C1)Br)Cl)NC1CC(C1)(O)C